4-(4-(4-((6-((5-fluoro-4-(4-fluoro-1-isopropyl-2-methyl-1H-benzo[d]imidazol-6-yl)pyrimidin-2-yl)amino)pyridin-3-yl)methyl)piperazin-1-yl)piperidin-1-yl)benzamide FC=1C(=NC(=NC1)NC1=CC=C(C=N1)CN1CCN(CC1)C1CCN(CC1)C1=CC=C(C(=O)N)C=C1)C=1C=C(C2=C(N(C(=N2)C)C(C)C)C1)F